NCCNCCCCCCNCCN N,N'-bis(2-aminoethyl)-1,6-hexanediamine